6-vinyl-8-methyl-2-(3-methyl-1-benzofuran-2-yl)quinoline-4-carboxylic acid C(=C)C=1C=C2C(=CC(=NC2=C(C1)C)C=1OC2=C(C1C)C=CC=C2)C(=O)O